3-methoxy-3-methyl-1-(4-(4,4,5,5-tetramethyl-1,3,2-dioxaborolan-2-yl)phenyl)azetidine COC1(CN(C1)C1=CC=C(C=C1)B1OC(C(O1)(C)C)(C)C)C